NC=1C=CC(=C(C1)S(=O)(=O)NCC1=C(C=C(C=C1)OC)OC)N1N=C(C=C1)F 5-amino-N-(2,4-dimethoxybenzyl)-2-(3-fluoro-1H-pyrazol-1-yl)benzenesulfonamide